BrC(C=O)(C)C 2-bromo-2-methylpropanal